N-ethyl-N-methylhydroxylamine C(C)N(O)C